4-(hydroxymethyl)-1-methylcyclohexan-1-ol OCC1CCC(CC1)(O)C